4-cyclohexyl-3,5-difluorobenzoic acid methyl ester COC(C1=CC(=C(C(=C1)F)C1CCCCC1)F)=O